N1N=C(C=C1)B(O)O 1H-pyrazoleboronic acid